C(C)(C)C=1C(=NON1)C(=O)N(C(OCCCC)=O)C1=CC=CC=C1 Butyl (4-isopropyl-1,2,5-oxadiazole-3-carbonyl)(phenyl)carbamate